tert-Butyl 4-(7-(5-chloro-2-methylphenyl)-5-(pyridin-2-yl)-7H-pyrrolo[2,3-d]pyrimidin-4-yl)-3-methylpiperazine-1-carboxylate ClC=1C=CC(=C(C1)N1C=C(C2=C1N=CN=C2N2C(CN(CC2)C(=O)OC(C)(C)C)C)C2=NC=CC=C2)C